C(C)(C)(C)OC(=O)N1[C@H](CN(CC1)CC1=C(C(=CC(=C1)Cl)N=C=S)C)C (2S)-4-[(5-chloro-3-isothiocyanato-2-methyl-phenyl)methyl]-2-methyl-piperazine-1-carboxylic acid tert-butyl ester